C(C(O)CC(=O)[O-])(=O)[O-].[Ca+2] calcium malate salt